tert-butyl ((1R,2R)-4-bromo-2-methoxy-2,3-dihydro-1H-inden-1-yl)carbamate BrC1=C2C[C@H]([C@@H](C2=CC=C1)NC(OC(C)(C)C)=O)OC